OC1=CC=C(C=C1)C(CCC(=O)O)(C)C1=CC=C(C=C1)O 4,4-bis(4'-hydroxyphenyl)-pentanoic acid